CC(C)(C)CCC 2-Methyl-2-propylpropane